C(CC(C)(C)C)(=O)OOC(C)(C)C tertiary butyl peroxyneohexanoate